tert-Butyl 4-(dimethylamino)-2-pyrrolidin-3-yl-6,8-dihydro-5H-pyrido[3,4-d]pyrimidine-7-carboxylate CN(C=1C2=C(N=C(N1)C1CNCC1)CN(CC2)C(=O)OC(C)(C)C)C